4-(4-propenoylpiperazin-1-yl)-6-chloro-7-(2-fluorophenyl)-1-(2-isopropyl-4-methylpyridin-3-yl)-2-oxo-1,2-dihydro-1,8-naphthyridine-3-carbonitrile C(C=C)(=O)N1CCN(CC1)C1=C(C(N(C2=NC(=C(C=C12)Cl)C1=C(C=CC=C1)F)C=1C(=NC=CC1C)C(C)C)=O)C#N